Methyl pyrazino[1,2-d][1,4]oxazine-8-carboxylate C1C=2N(C=CO1)C=CN(C2)C(=O)OC